N1(CCOCC1)C1=NC=C(C=N1)N 2-(morpholin-4-yl)pyrimidin-5-amine